methyl-(4-nitrophenoxy)-propoxy-mercaptophosphane CSP(OCCC)OC1=CC=C(C=C1)[N+](=O)[O-]